3-cyano-4-(hydroxymethyl)-N,N-dimethyl-5-(1H-benzimidazol-5-yl)benzamide C(#N)C=1C=C(C(=O)N(C)C)C=C(C1CO)C1=CC2=C(NC=N2)C=C1